CC1=C(C(=NC=C1)N)C Dimethylpyridin-2-amine